2-(5-fluorobenzo[b]thiophen-2-yl)oxazolebehenyl-ammonium FC1=CC2=C(SC(=C2)C2(OC=CN2)CCCCCCCCCCCCCCCCCCCCCC[NH3+])C=C1